6-(8-(benzo[d]thiazol-2-ylcarbamoyl)-6-(methyl-(2-(methylamino)ethyl)amino)-3,4-dihydroisoquinolin-2(1H)-yl)-3-(1-(cyclohexylmethyl)-5-methyl-1H-pyrazol-4-yl)picolinic acid S1C(=NC2=C1C=CC=C2)NC(=O)C=2C=C(C=C1CCN(CC21)C2=CC=C(C(=N2)C(=O)O)C=2C=NN(C2C)CC2CCCCC2)N(CCNC)C